ClC=1C=NC(=NC1)OC1=C2C(=NC(=NC2=CC=C1)C(F)(F)F)CCC(CO)O 4-[5-(5-chloropyrimidin-2-yl)oxy-2-(trifluoromethyl)quinazolin-4-yl]butane-1,2-diol